zinc silver sulphur [S].[Ag].[Zn]